Gallium trimethylamine CN(C)C.[Ga]